CC(C(=O)O)CCCC(=CCCC(C=C)C)C 2,6,10-trimethyldodeca-6,11-dienoic acid